5-Amino-4-ethynyl-6,7-dimethyl-2-{[(2-methylprop-2-yl)oxy]carbonyl}-2,3-dihydro-1H-pyrrolo[4,3-c]pyridine NN1C(C2=C(C(=C1C)C)CN(C2)C(=O)OC(C)(C)C)C#C